Cl.Cl.C(C)(C)C1=CC=C(C=N1)C=1N=C2N(C=CC=C2)C1CN1C2CNC(C1)CC2 2-{[2-(6-isopropylpyridin-3-yl)imidazo-[1,2-a]pyridin-3-yl]methyl}-2,5-diazabicyclo-[2.2.2]octane dihydrochloride